C1=CC(=C(C(=C1[N+](=O)[O-])O)[N+](=O)[O-])O dinitroresorcinol